S(=O)(=O)(C1=CC=C(C)C=C1)C[N+]#[C-] (tosyl)methyl isocyanide